hexafluorophosphate (hexafluoro phosphate) F[P-](F)(F)(F)(F)F.F[P-](F)(F)(F)(F)F